2,3,5-trimethyl-4-tert-butoxyphenol CC1=C(C=C(C(=C1C)OC(C)(C)C)C)O